ClCC1=CC=C(C=C1)CCl p-bis(chloromethyl)benzene